1-(4-methylbenzenesulfonyl)propan-2-ol CC1=CC=C(C=C1)S(=O)(=O)CC(C)O